COC1=CC=C(C=C1)C1=NOC(=N1)N1CCC(CC1)C(=O)NC[C@@H]1CN(CC1)C[C@@H]1CNCCC1 1-(3-(4-methoxyphenyl)-1,2,4-oxadiazol-5-yl)-N-(((R)-1-((S)-piperidin-3-ylmethyl)pyrrolidin-3-yl)methyl)piperidine-4-carboxamide